C(C)S(=O)C1=NC=2N(C(N(C(C2N1C)=O)C)=O)C 8-(ethylsulfinyl)-1,3,7-trimethyl-1H-purine-2,6(3H,7H)-dione